ClC1=C(C(=O)P(C2=CC=CC=C2)(C(C2=C(C=CC=C2Cl)Cl)=O)=O)C(=CC=C1)Cl bis(2,6-dichlorobenzoyl)-phenylphosphine oxide